1H-pyrrole 2-(trimethylammonio)ethyl-hydrogenphosphate C[N+](CCOP(=O)(O)[O-])(C)C.N1C=CC=C1